O1C[C@H](C2=C1C=CC=C2)C[C@H](NC(=O)[C@@H]2[C@H]1CC[C@@H](C2)O1)B(O)O [(1R)-2-[(3S)-2,3-dihydro-1-benzofuran-3-yl]-1-{[(1R,2S,4S)-7-oxabicyclo[2.2.1]heptan-2-yl]formamido}ethyl]boronic acid